FC(OC=1C=C(C=CC1)C1=CN(C2=NC(=CN=C21)C(=O)N[C@@]2(CS(CC2)(=O)=O)C)C2=CC=C(C=C2)F)F (S)-7-(3-(difluoromethoxy)phenyl)-5-(4-fluorophenyl)-N-(3-methyl-1,1-dioxidotetrahydrothiophen-3-yl)-5H-pyrrolo[2,3-b]pyrazine-3-carboxamide